FC1=C(C(=CC=C1)F)C(\C(\C(=O)OCC)=N/NC1=CC=C(C=C1)OC(F)(F)F)=O ethyl (2E)-3-(2,6-difluorophenyl)-3-oxo-2-[[4-(trifluoromethoxy)phenyl] hydrazono]propanoate